(3-nitrophenyl)methyl (2R)-2-(tert-butoxycarbonylamino)-3,3-di(cyclobutyl)propanoate C(C)(C)(C)OC(=O)N[C@@H](C(=O)OCC1=CC(=CC=C1)[N+](=O)[O-])C(C1CCC1)C1CCC1